Cl.C(C)OC(C(CN)(C1=CC(=CC=C1)C1=NC=C(C=C1)C(F)(F)F)C)=O 3-amino-2-methyl-2-(3-(5-(trifluoromethyl)pyridin-2-yl)phenyl)propanoic acid ethyl ester hydrochloride